C(C)(=O)C=1C=C(N(C1)C)C(=O)N(CC)CCC(=O)O 3-[(4-ACETYL-1-METHYL-1H-PYRROL-2-YL)-N-ETHYLFORMAMIDO]PROPANOIC ACID